FC1=CC=C(C=C1)C=1C=C2C=NC=NC2=C(C1)I 6-(4-fluorophenyl)-8-iodoquinazolin